2-mercaptoethoxyoxirane SCCOC1OC1